O=CC[C@@H](O)[C@H](O)[C@H](O)CO 2-deoxymannose